N1C(=NC2=C1C=CC=C2)CNC2=NN(C1=NC(=CN=C12)C1CC1)C1CC2CCC(C1)O2 endo-N-[(1H-benzimidazol-2-yl)methyl]-6-cyclopropyl-1-(8-oxabicyclo[3.2.1]octan-3-yl)-1H-pyrazolo[3,4-b]pyrazin-3-amine